sodium dodecyl sulfate-HCl Cl.S(=O)(=O)(OCCCCCCCCCCCC)[O-].[Na+]